[2-oxo-1-[1-[4-(trifluoromethoxy)benzoyl]-4-piperidyl]-3-(2-trimethylsilylethoxymethyl)imidazo[4,5-b]pyridin-6-yl]boronic acid O=C1N(C=2C(=NC=C(C2)B(O)O)N1COCC[Si](C)(C)C)C1CCN(CC1)C(C1=CC=C(C=C1)OC(F)(F)F)=O